N1C=C(C2=CC=CC=C12)C(C(=O)N)C (3-Indolyl)propionamide